4-octylphenol C(CCCCCCC)C1=CC=C(C=C1)O